C(CCC)C1(CS(C2=C(N(C1)C1=CC=C(C=C1)F)C=C(C(=C2)CSCC(=O)O)OC)(=O)=O)CCCC 2-(((3,3-dibutyl-5-(4-fluorophenyl)-7-methoxy-1,1-dioxido-2,3,4,5-tetrahydro-1,5-benzothiazepin-8-yl)methyl)thio)acetic acid